CC1=NNC2=NC(=NC=C21)NC=2C(=CC=1N(C2)C=CN1)C 3-methyl-N-(7-methylimidazo[1,2-a]pyridin-6-yl)-1H-pyrazolo[3,4-d]pyrimidin-6-amine